tetraallyl-terephthalate C(C=C)C1=C(C(=C(C(=C1C(=O)[O-])CC=C)CC=C)C(=O)[O-])CC=C